N-(3-Acetyl-4-fluorophenyl)-4-cyclopropyl-2-(4-fluoro-2-methylphenoxy)-5-(trifluoromethyl)benzyl-amide C(C)(=O)C=1C=C(C=CC1F)[N-]CC1=C(C=C(C(=C1)C(F)(F)F)C1CC1)OC1=C(C=C(C=C1)F)C